ClC1=C(C=CC=C1)C=1NC(=C(N1)C1=CC=CC=C1)C1=CC=CC=C1 2-(chlorophenyl)-4,5-diphenylimidazole